tert-butyl 2-bromo-6-methyl-3-(pyridin-4-yl)-6,7-dihydropyrazolo[1,5-a]pyrazine-5(4H)-carboxylate BrC1=NN2C(CN(C(C2)C)C(=O)OC(C)(C)C)=C1C1=CC=NC=C1